DL-γ-Methyl-DL-methionine CC(C[C@@H](N)C(=O)O)SC